8-(bromomethyl)-7-methyl-dihydroimidazo[1,2-c]quinazolin-5(3H)-one BrCC=1C=CC2=C3N(C(N=C2C1C)=O)CCN3